C(C)C(S(=O)(=O)C1=CC=C(C=C1)Cl)(P(O)(O)=O)CC.N1=C(C=CC=C1)N1CCN(CC1)CC(C)O 3-(4-(pyridin-2-yl)piperazin-1-yl)propan-2-ol diethyl-[(4-chlorobenzenesulfonyl)methyl]phosphonate